CC=1C=C(OC2=NC=CC(=C2)N2C(N[C@](C2=O)(C)CC)=O)C=CC1C (5R)-3-[2-(3,4-dimethylphenoxy)-4-pyridyl]-5-ethyl-5-methylimidazolidine-2,4-dione